NCC(=O)N[C@H]1C[C@@H](NC1)C(=O)O trans-4-glycylamino-D-proline